The molecule is a member of the class of isothiocyanates that is octyl isothiocyanate in which one of the methyl hydrogens at position 8 has been replaced by a methylsulfinyl group. It has a role as a plant metabolite and an allelochemical. It is an isothiocyanate and a sulfoxide. It derives from a hydride of an octane. CS(=O)CCCCCCCCN=C=S